(3S*,4R*)-4-(3-fluoro-4-methoxyphenyl)-2-oxopyrrolidine-3-carboxylic acid FC=1C=C(C=CC1OC)[C@H]1[C@@H](C(NC1)=O)C(=O)O |o1:9,10|